CC1=NNC2=CC=C(C=C12)C1=CN=C2N1N=C(C=C2)N2[C@@H]1CO[C@H](C2)C1 (1S,4S)-5-(3-(3-methyl-1H-indazol-5-yl)imidazo[1,2-b]pyridazin-6-yl)-2-oxa-5-azabicyclo[2.2.1]heptane